CC(=CC/C=C(/C)\C=C)C cis-3,7-dimethyl-1,3,6-octatriene